tert-butyl N-[(5-chloro-6-oxo-1H-pyridazin-4-yl)methyl]carbamate ClC1=C(C=NNC1=O)CNC(OC(C)(C)C)=O